5-(5-((3,6-difluoro-4-oxo-4,5-dihydropyrazolo[1,5-a]quinoxalin-7-yl)methyl)-4,5,6,7-tetrahydro-2H-pyrazolo[4,3-c]pyridin-2-yl)-N,6-dimethylpicolinamide FC=1C=NN2C1C(NC1=C(C(=CC=C21)CN2CC=1C(CC2)=NN(C1)C=1C=CC(=NC1C)C(=O)NC)F)=O